IC=1C(=CC2=C(N(CC(CS2)(CCC)C)C2=CC=CC=C2)C1)OC 7-iodo-8-methoxy-3-methyl-5-phenyl-3-propyl-2,3,4,5-tetrahydro-1,5-benzothiazepine